[2-(2-ethoxy-2-oxoethoxy)ethyl]Pyridine-2-carboxylic acid C(C)OC(COCCC=1C(=NC=CC1)C(=O)O)=O